1-Isopropyl-3,5-bis(2-chlorobenzyl)piperidin-4-one C(C)(C)N1CC(C(C(C1)CC1=C(C=CC=C1)Cl)=O)CC1=C(C=CC=C1)Cl